ClC1=C(C(=O)NCC2=CC=C(C(=O)N\N=C\[C@]3([C@@H](N4C(C[C@H]4S3(=O)=O)=O)C(=O)O)C)C=C2)C=CC(=C1O)O (2S,3R,5R)-3-((E)-(2-(4-((2-chloro-3,4-dihydroxybenzamido)methyl)benzoyl)hydrazono)methyl)-3-methyl-7-oxo-4-thia-1-azabicyclo[3.2.0]heptane-2-carboxylic acid 4,4-dioxide